2-[{{[(3-chlorophenyl)carbamoyl]amino}-methanimidoyl}(meth-yl)amino]acetic acid ClC=1C=C(C=CC1)NC(=O)NC(=N)N(CC(=O)O)C